2-(naphthalen-2-yl)indolizine C1=C(C=CC2=CC=CC=C12)C=1C=C2C=CC=CN2C1